C(CCCCCCCCCCCCCCCCC)(=O)C(C/C=C/[C@H]([C@H](CO)N)O)CCCCCCCCCCC D-7-stearoyl-sphingosine